C(C)(C)(C)OC(=O)N1[C@H]2CC(C[C@@H]1CC2)NC=2C=NC(=CC2C)S(N(C=2N=CSC2)CC2=CC=C(C=C2)OC)(=O)=O (1R,3r,5S)-3-((6-(N-(4-methoxybenzyl)-N-(thiazol-4-yl)sulfamoyl)-4-methylpyridin-3-yl)amino)-8-azabicyclo[3.2.1]octane-8-carboxylic acid tert-butyl ester